nonane-1,4,7-triamine C(CCC(CCC(CC)N)N)N